ClCCCCCCCl 1,6-Dichlorohexan